1,3,6-trihydroxy-2-methyl-anthraquinone OC1=C(C(=CC=2C(C3=CC(=CC=C3C(C12)=O)O)=O)O)C